4-(4-isocyanato-2,3-dihydro-1H-inden-5-yl)pyridinecarbonitrile N(=C=O)C1=C2CCCC2=CC=C1C1=CC(=NC=C1)C#N